CC=1SC(=C(N1)C(F)(F)F)C(=O)NCC#C 2-methyl-N-(prop-2-yn-1-yl)-4-(trifluoromethyl)thiazole-5-carboxamide